C(C1=CC=CC=C1)O[C@@H](CN1C(N(C(C2=C1SC(=C2C)C=2OC=CN2)=O)C(C(=O)O)(C)C)=O)C2=CC=CC=C2 2-(1-[(2R)-2-(benzyloxy)-2-phenylethyl]-5-methyl-6-(1,3-oxazol-2-yl)-2,4-dioxo-1H,2H,3H,4H-thieno[2,3-d]pyrimidin-3-yl)-2-methylpropanoic acid